N-(1-(7-(3-(dimethylphosphoryl)-8-ethynyl-7-fluoronaphthalen-1-yl)-8-fluoro-2-(((2S,4R)-4-fluoro-1,2-dimethylpyrrolidin-2-yl)methoxy)pyrido[4,3-d]pyrimidin-4-yl)azepan-3-yl)acrylamide CP(=O)(C)C=1C=C(C2=C(C(=CC=C2C1)F)C#C)C1=C(C=2N=C(N=C(C2C=N1)N1CC(CCCC1)NC(C=C)=O)OC[C@]1(N(C[C@@H](C1)F)C)C)F